5,5'-diallyl-2'-hydroxy-[1,1'-biphenyl]-2-yl 4-methylbenzenesulfonate CC1=CC=C(C=C1)S(=O)(=O)OC1=C(C=C(C=C1)CC=C)C1=C(C=CC(=C1)CC=C)O